O[C@H]1CN(CCC1)C=1C=CC(=NC1)NC=1C=CC(=C2CNC(C12)=O)C1=CN=C2N1C=CN=C2 7-[[5-[(3R)-3-hydroxy-1-piperidyl]-2-pyridyl]amino]-4-imidazo[1,2-a]pyrazin-3-yl-isoindolin-1-one